ClC=1N=C(C2=C(N1)N(N=N2)C[C@@H]2OCCC2)N2[C@H](CN([C@@H](C2)CC)C(CC)C2=CC=C(C=C2)C(F)(F)F)C 5-chloro-7-((2S,5R)-4-(1-(4-(trifluoromethyl)phenyl)propyl)-5-ethyl-2-methylpiperazin-1-yl)-3-(((R)-tetrahydrofuran-2-yl)methyl)-3H-[1,2,3]triazolo[4,5-d]pyrimidine